1-hydroxyanthracene OC1=CC=CC2=CC3=CC=CC=C3C=C12